C(\C=C\C(=O)O)(=O)O.N[C@@H](C)C(=O)O L-alanine fumarate